methacrylic acid 2-hydroxyethyl-phosphate OCCOP(=O)(O)O.C(C(=C)C)(=O)O